ClC1=C(NC2=C(C=C(C=C12)[N+](=O)[O-])C=1N=CN(C1)C)C1=CC=C(C=C1)Cl 3-chloro-2-(4-chlorophenyl)-7-(1-methyl-1H-imidazol-4-yl)-5-nitro-1H-indole